CPC(C)(C)C1=CC=CC=C1 methyl-cumyl-phosphine